argon 2,4,6-trimethyl-1,3,5,2,4,6-trioxatriborinane CB1OB(OB(O1)C)C.[Ar]